ClC1=NC(=CC=2C1C=NN2)Cl 4,6-dichloro-3aH-pyrazolo[4,3-c]Pyridine